3-(2-Aminophenyl)-6-((4-hydroxy-1-((R)-3-phenylbutanoyl)piperidin-4-yl)methyl)-2-methyl-2H-pyrazolo[4,3-d]pyrimidin-7(6H)-one NC1=C(C=CC=C1)C=1N(N=C2C1N=CN(C2=O)CC2(CCN(CC2)C(C[C@@H](C)C2=CC=CC=C2)=O)O)C